(S)-4-((1-(4-chloro-1-oxo-8-(6-phenoxypyridin-3-yl)-2-phenyl-1,2-dihydroisoquinolin-3-yl)ethyl)amino)pyrido[2,3-d]pyrimidin-5(8H)-one ClC1=C(N(C(C2=C(C=CC=C12)C=1C=NC(=CC1)OC1=CC=CC=C1)=O)C1=CC=CC=C1)[C@H](C)NC=1C2=C(N=CN1)NC=CC2=O